2-(1,2,4-triazol-1-yl)acetic acid N1(N=CN=C1)CC(=O)O